OC[C@H]1N(CCCC1)C(=O)C=1C(=NC=CC1)CCC#N (S)-3-(3-(2-(hydroxymethyl)piperidine-1-carbonyl)pyridin-2-yl)propionitrile